7-((tert-butyldiphenylsilyl)oxy)-2-chloro-8,8-dimethyl-7,8-dihydro-6H-cyclopenta[e]pyrazolo[1,5-a]pyrimidine [Si](C1=CC=CC=C1)(C1=CC=CC=C1)(C(C)(C)C)OC1C(C2=C(C=NC=3N2N=C(C3)Cl)C1)(C)C